COC1=C(C=C(C=C1)N1CC(N(CC1)C)CC(C)O)[N+](=O)[O-] (4-(4-methoxy-3-nitrophenyl)-1-methylpiperazin-2-yl)propan-2-ol